N-[(2-aminoquinolin-7-yl)methyl]-N-(2-methanesulfonylphenyl)-3-methyl-1,2-oxazole-4-carboxamide NC1=NC2=CC(=CC=C2C=C1)CN(C(=O)C=1C(=NOC1)C)C1=C(C=CC=C1)S(=O)(=O)C